ClC=1C=C(C=C(C1C=1N(C=C(N1)C(F)(F)F)C)F)COC1=NC(=NC=C1)C=1C(=NC=NC1OC)C1CC1 5-[4-[[3-chloro-5-fluoro-4-[1-methyl-4-(trifluoromethyl)imidazol-2-yl]phenyl]methoxy]pyrimidin-2-yl]-4-cyclopropyl-6-methoxy-pyrimidine